C(C1=CC=CC=C1)[N+](CCCNC(CCCCCCCCCCCCC)=O)(C)C benzyl-dimethyl-[3-(tetradecanoylamino)propyl]azanium